FC(C1=NN=C(S1)N1N=CC2=C(C=C(C=C12)S(=O)(=O)NC1(CC1)C#N)C1CCC2(COC2)CC1)F 1-[({1-[5-(difluoromethyl)(1,3,4-thiadiazol-2-yl)]-4-(2-oxaspiro[3.5]non-7-yl)-1H-indazol-6-yl}sulfonyl)amino]cyclopropanecarbonitrile